FC1=CC=C(C=C1)C1=CC(=CC=C1)[C@H](CC(=O)OCC)NC(=O)NC=1C(N(C=C(C1O)C)C)=O ethyl (S)-3-(4'-fluorobiphenyl-3-yl)-3-(3-(4-hydroxy-1,5-dimethyl-2-oxo-1,2-dihydro pyridin-3-yl)ureido)propanoate